(3,4-dichlorophenyl)methanone ClC=1C=C(C=CC1Cl)C=O